FC1=C2C(=CN=C1C1CCC(CC1)N1CC3(COC3)C1)NC(=C2C(C)C)C=2C=C(C=1N(C2)N=CN1)OC 6-(4-(4-fluoro-3-isopropyl-2-(8-methoxy-[1,2,4]triazolo[1,5-a]pyridin-6-yl)-1H-pyrrolo[2,3-c]pyridin-5-yl)cyclohexyl)-2-oxa-6-azaspiro[3.3]heptane